C(C)(C)(C)OC(=O)N1CC2COC3=C(C(N2CC1)=O)C=NC(=C3Cl)Cl 3,4-dichloro-12-oxo-6a,7,9,10-tetrahydro-12H-pyrazino[2,1-c]Pyrido[3,4-f][1,4]Oxazepin-8(6H)-carboxylic acid tert-butyl ester